2-(1-(4-(5-(4-(1-aminoethyl)-4-methylpiperidin-1-yl)-6-(hydroxymethyl)pyrazin-2-ylsulfanyl)-3-chloropyridin-2-yl)azetidin-3-yl)propan-2-ol NC(C)C1(CCN(CC1)C=1N=CC(=NC1CO)SC1=C(C(=NC=C1)N1CC(C1)C(C)(C)O)Cl)C